6-(3-(4-methoxybenzyl)ureido)-N-phenethyl-spiro[3.3]heptane-2-carboxamide COC1=CC=C(CNC(NC2CC3(CC(C3)C(=O)NCCC3=CC=CC=C3)C2)=O)C=C1